ethyl (6R)-6-[4-(3-acetyl-2-pyridyl)piperazin-1-yl]-2-azaspiro[3.4]octane-2-carboxylate C(C)(=O)C=1C(=NC=CC1)N1CCN(CC1)[C@H]1CC2(CN(C2)C(=O)OCC)CC1